3,6-di(3,5-dimethyl-pyrazol-1-yl)-1,2-dihydro-1,2,4,5-tetrazine CC1=NN(C(=C1)C)C=1NNC(=NN1)N1N=C(C=C1C)C